OC=1C=C(C=C2C(C3=CC(=CC=C3C2)O)=O)C=CC1O (3,4-dihydroxybenzylidene)-6-hydroxy-2,3-dihydro-1H-inden-1-one